1-tert-butyl-3-(3-fluoro-4-nitrophenyl)-5-{[6-(trifluoromethyl)pyridin-2-yl]amino}-1H-pyrazole-4-carbonitrile C(C)(C)(C)N1N=C(C(=C1NC1=NC(=CC=C1)C(F)(F)F)C#N)C1=CC(=C(C=C1)[N+](=O)[O-])F